(S)-5-amino-1-methyl-3-((1-(2,2,2-trifluoroethyl)pyrrolidin-2-yl)methyl)-1,3-dihydro-2H-benzo[d]imidazol-2-one NC1=CC2=C(N(C(N2C[C@H]2N(CCC2)CC(F)(F)F)=O)C)C=C1